OC1CCN(CC1)C=1C=CC(=NC1)NC1=CC(=NC=2C=CNC(C12)=O)C1=C(C=NC=C1)C 4-[[5-(4-hydroxy-1-piperidyl)-2-pyridyl]amino]-2-(3-methyl-4-pyridyl)-6H-1,6-naphthyridin-5-one